N-(3-((5-chloro-6-(2-fluorophenyl)-2-(3-guanidinopropyl)-2H-indazol-3-yl)amino)phenyl)acrylamide ClC1=CC2=C(N(N=C2C=C1C1=C(C=CC=C1)F)CCCNC(=N)N)NC=1C=C(C=CC1)NC(C=C)=O